ClC1=NC(=C2C(=N1)N(N=C2)[C@H]2[C@@H]([C@@H]([C@H](O2)CO[C@@H](C)P(O)(O)=O)O)O)NC2CCCC2 ((R)-1-(((2R,3S,4R,5R)-5-(6-chloro-4-(cyclopentylamino)-1H-pyrazolo[3,4-d]pyrimidin-1-yl)-3,4-dihydroxytetrahydrofuran-2-yl)methoxy)ethyl)phosphonic acid